ClC1=CC=C(C=C1)C1CCC2=NN=C(N21)C=2C=C1C(=NC2)NN=C1C 5-(4-chlorophenyl)-3-{3-methyl-1H-pyrazolo[3,4-b]pyridin-5-yl}-5H,6H,7H-pyrrolo[2,1-c][1,2,4]triazole